NC1=C(SC2=NC(=CC=C21)C)C(=O)N[C@H]2COC1=C(C2)C=CC(=C1)N1C[C@]2([C@@H](CCO2)N)CC1 3-amino-N-[(3R)-7-[(4R,5S)-4-amino-1-oxa-7-azaspiro[4.4]nonan-7-yl]-3,4-dihydro-2H-1-benzopyran-3-yl]-6-methylthieno[2,3-b]pyridine-2-carboxamide